1-(difluoromethyl)-N-[4-[(6,7-dimethoxy-1,5-naphthyridin-4-yl)oxy]-3-fluorophenyl]-5-(4-fluorophenyl)-2-methyl-4-oxopyridine-3-carboxamide FC(N1C(=C(C(C(=C1)C1=CC=C(C=C1)F)=O)C(=O)NC1=CC(=C(C=C1)OC1=CC=NC2=CC(=C(N=C12)OC)OC)F)C)F